(8R)-N-cycloheptyl-13-(2,6-dimethylphenyl)-2,17,17-trioxo-10-oxa-17λ6-thia-3,6,14,16,23-pentaazatetracyclo[16.3.1.111,15.03,8]tricosa-1(21),11,13,15(23),18(22),19-hexaene-6-carboxamide C1(CCCCCC1)NC(=O)N1CCN2C(C3=CC=CC(S(NC=4N=C(C=C(OC[C@H]2C1)N4)C4=C(C=CC=C4C)C)(=O)=O)=C3)=O